FC(O)(C(OC(C(C(F)(F)F)(F)F)(F)F)(F)F)F perfluoro-1,4-dioxaheptane